C(CC)P(C=C)(C1=CC=CC=C1)=O propyl-(phenyl)(vinyl)phosphine oxide